FC(OC1=C(C=C(C=C1)F)[N+](=O)[O-])F 1-Difluoromethoxy-4-fluoro-2-nitrobenzene